C(C)(C)(C)C1=NCCC2=C(C=CC=C12)CCC(=O)OC tert-Butyl-5-(3-methoxy-3-oxopropyl)-3,4-dihydroisoquinoline